N1=NN(C2=NC=CC=C21)C2=CC(=C(C(=O)N([C@H]1CN(CCC1)C(=O)OC(C)(C)C)C1=[N+](C=CC=C1C(=O)OC)[O-])C=C2)F (R)-2-(4-(3H-[1,2,3]triazolo[4,5-b]pyridin-3-yl)-N-(1-(tert-butoxycarbonyl)piperidin-3-yl)-2-fluorobenzamido)-3-(methoxycarbonyl)pyridine 1-oxide